1-(methyl-d3)pyrazol C(N1N=CC=C1)([2H])([2H])[2H]